N-(4-(5-chloropyridin-3-yl)-2-(trifluoromethyl)phenyl)-2-(2-(cyclopropanesulfonamido)thiazol-4-yl)-2-methylpropanamide ClC=1C=C(C=NC1)C1=CC(=C(C=C1)NC(C(C)(C)C=1N=C(SC1)NS(=O)(=O)C1CC1)=O)C(F)(F)F